(E)-3-Methyl-7-(methyl-d3)oct-2,6-dien-8,8,8-d3-1-ol C\C(=C/CO)\CCC=C(C([2H])([2H])[2H])C([2H])([2H])[2H]